BrC=1C=CC(N(C1C)C)=O 5-bromo-1,6-dimethylpyridin-2(1H)-one